C(C1=CC=CC=C1)C=1C(=NC=C(N1)C1=C(C=CC=C1)OC)N[C@@H](CC1=CC=CC=C1)C(=O)OCC Ethyl (3-benzyl-5-(2-methoxyphenyl)pyrazin-2-yl)phenylalaninate